4-(6-chloro-3-hydroxy-2-oxo-2,3-dihydro-1H-indol-3-yl)-N-(3-chlorophenyl)1-(2,4-dimethoxypyrimidin-5-yl)-5-(propan-2-yl)-1H-pyrrole-3-carboxamide ClC1=CC=C2C(C(NC2=C1)=O)(O)C=1C(=CN(C1C(C)C)C=1C(=NC(=NC1)OC)OC)C(=O)NC1=CC(=CC=C1)Cl